Lanthanum hydrochloride Cl.[La]